methyl 4-bromo-5-[2-(tert-butoxy)-2-oxoethoxy]-6-oxopyran-2-carboxylate BrC=1C=C(OC(C1OCC(=O)OC(C)(C)C)=O)C(=O)OC